FC=1C=C(C=C(C1)F)C1CCN2N1C(C1(C2)CCNCC1)=O 7'-(3,5-difluorophenyl)dihydro-1'H,3'H,5'H-spiro[piperidine-4,2'-pyrazolo[1,2-a]pyrazol]-1'-one